5-[3-[(3-Methoxyazetidin-1-yl)methyl]azetidin-1-yl]-N-(8-methoxy-2-methyl-imidazo[1,2-a]pyrazin-6-yl)pyrazine-2-carboxamide COC1CN(C1)CC1CN(C1)C=1N=CC(=NC1)C(=O)NC=1N=C(C=2N(C1)C=C(N2)C)OC